C(C1=CC=CC=C1)OC1=CC=C2C(C3(OCC2=C1)CCCCC3)(O)C3=CC=C(C=C3)N3CCC(CC3)C(OC)OC 7'-(benzyloxy)-4'-(4-(4-(dimethoxymethyl)piperidin-1-yl)phenyl)spiro[cyclohexane-1,3'-isochroman]-4'-ol